C1(CCC1)OC=1C(=CC=2C(N1)=NN(C2)C21COC(C2)(C1)COC)C(=O)NC=1C(N(C=CC1)[C@H]1[C@@H](C1)F)=O 6-cyclobutoxy-N-(1-((1R,2R)-2-fluorocyclopropyl)-2-oxo-1,2-dihydropyridin-3-yl)-2-(1-(methoxymethyl)-2-oxabicyclo[2.1.1]hexan-4-yl)-2H-pyrazolo[3,4-b]pyridine-5-carboxamide